BrCC(C(=O)N(C)C)=O 3-bromo-N,N-dimethyl-2-oxopropanamide